phenyl-[1,1':4',1'']terphenyl-4-yl-amine C1(=CC=CC=C1)NC1=CC=C(C=C1)C1=CC=C(C=C1)C1=CC=CC=C1